6-((1s,4s)-4-(6-(trifluoromethyl)pyridin-2-yl)cyclohexyl)-2-thia-6-azaspiro[3.4]octane 2,2-dioxide FC(C1=CC=CC(=N1)C1CCC(CC1)N1CC2(CS(C2)(=O)=O)CC1)(F)F